tert-butyl {3-[(1S)-1-({6-[(3R)-3-acetamidopyrrolidin-1-yl]-2-methylpyrido[3,4-d]pyrimidin-4-yl}amino)ethyl]phenyl}carbamate C(C)(=O)N[C@H]1CN(CC1)C1=CC2=C(N=C(N=C2N[C@@H](C)C=2C=C(C=CC2)NC(OC(C)(C)C)=O)C)C=N1